C1(=CC=CC=C1)C1=NSC(=N1)C1=NC2=CC=CC=C2C=C1 3-phenyl-5-(quinolin-2-yl)-1,2,4-thiadiazole